1,4-diamino-2-pentafluoroethylbenzene NC1=C(C=C(C=C1)N)C(C(F)(F)F)(F)F